N-(2-(4-(4-cyclopropylpiperazin-1-yl)piperidin-1-yl)-5-((6-(3-(3-(3,5-dimethylisoxazol-4-yl)phenyl)isoxazolidin-2-yl)pyrimidin-4-yl)amino)-4-methoxyphenyl)acrylamide C1(CC1)N1CCN(CC1)C1CCN(CC1)C1=C(C=C(C(=C1)OC)NC1=NC=NC(=C1)N1OCCC1C1=CC(=CC=C1)C=1C(=NOC1C)C)NC(C=C)=O